C(CC(=O)OCC)(=O)OC(\C=C\C1=CC=C(C=C1)O)=O coumaroyl monoethyl malonate